5-(5-(3-benzyl-1-((1-propyl-1H-pyrazol-4-yl)sulfonyl)pyrrolidin-3-yl)-6-methyl-1H-indazol-1-yl)-1-methylpyridin-2(1H)-one C(C1=CC=CC=C1)C1(CN(CC1)S(=O)(=O)C=1C=NN(C1)CCC)C=1C=C2C=NN(C2=CC1C)C=1C=CC(N(C1)C)=O